Butyl ((3-(3-cyano-4-((2-methyl-1H-imidazol-1-yl)methyl)phenyl)-5-isobutylthiophen-2-yl)sulfonyl)carbamate C(#N)C=1C=C(C=CC1CN1C(=NC=C1)C)C1=C(SC(=C1)CC(C)C)S(=O)(=O)NC(OCCCC)=O